(cyclopentadienyl)(2-methylcyclopentadienyl)zirconium dichloride [Cl-].[Cl-].C1(C=CC=C1)[Zr+2]C1C(=CC=C1)C